Tert-butyl 4-((5-(2,6-dioxopiperidin-3-yl)-4-oxo-5,6-dihydro-4H-thieno[3,4-c]pyrrol-1-yl)methoxy)benzylcarbamate O=C1NC(CCC1N1CC=2C(C1=O)=CSC2COC2=CC=C(CNC(OC(C)(C)C)=O)C=C2)=O